CC1=CC=C2C=C(NC2=C1)C(=O)N1C[C@H](CC1)C(=O)NC1=CC(=C(C(=C1)F)F)F (S)-1-(6-methyl-1H-indole-2-carbonyl)-N-(3,4,5-trifluorophenyl)pyrrolidine-3-carboxamide